Tert-butyl N-[2-[1-(2,6-dioxo-3-piperidyl)-3-methyl-2-oxo-benzimidazol-5-yl] ethyl]carbamate O=C1NC(CCC1N1C(N(C2=C1C=CC(=C2)CCNC(OC(C)(C)C)=O)C)=O)=O